5-(2-(3-fluoroazetidin-1-yl)ethyl)-4-methylpyrimidin-2(1H)-one FC1CN(C1)CCC=1C(=NC(NC1)=O)C